4-(6-(4-Benzyl-3-oxopiperazin-1-yl)pyridin-3-yl)-6-(2-hydroxy-2-methylpropyloxy)pyrazolo[1,5-a]pyridine-3-carbonitrile C(C1=CC=CC=C1)N1C(CN(CC1)C1=CC=C(C=N1)C=1C=2N(C=C(C1)OCC(C)(C)O)N=CC2C#N)=O